5-bromo-3-oxo-2,3-dihydrofuro[2,3-b]Pyridine-2-carboxylic acid ethyl ester C(C)OC(=O)C1C(C=2C(=NC=C(C2)Br)O1)=O